(S or R)-1-cyclopropyl-4-((6-(2-hydroxy-6-methyl-4-(trifluoromethyl)phenyl)-3-methyl-2H-pyrazolo[3,4-b]pyridin-2-yl)methyl)pyrrolidin-2-one C1(CC1)N1C(C[C@@H](C1)CN1N=C2N=C(C=CC2=C1C)C1=C(C=C(C=C1C)C(F)(F)F)O)=O |o1:6|